cesium compound with acetate C(C)(=O)[O-].[Cs+]